2-[(4-[(2-acetamidopyridin-4-yl)oxy]phenyl)amino]pyridine-3-carboxylic acid C(C)(=O)NC1=NC=CC(=C1)OC1=CC=C(C=C1)NC1=NC=CC=C1C(=O)O